(1-methylcyclopropoxy)-1,2,5-oxadiazole-3-carboxylic acid CC1(CC1)OC=1C(=NON1)C(=O)O